methyl 4-bromo-1-oxo-1,2-dihydroisoquinoline-7-carboxylate BrC1=CNC(C2=CC(=CC=C12)C(=O)OC)=O